N-(1-((1S,3S)-3-cyanocyclobutyl)-3-(6-(methylthio)-4-(trifluoromethyl)pyridin-2-yl)-1H-pyrrolo[2,3-c]pyridin-5-yl)acetamide C(#N)C1CC(C1)N1C=C(C=2C1=CN=C(C2)NC(C)=O)C2=NC(=CC(=C2)C(F)(F)F)SC